2-methylbut-2-ene-1,4-diol CC(CO)=CCO